2-(2-((7-Cyclopropyl-1,2,3,4-tetrahydroisoquinolin-6-yl)amino)-5-(trifluoromethyl)pyrimidin-4-yl)-6,7-dihydrothieno[3,2-c]pyridin-4(5H)-one C1(CC1)C1=C(C=C2CCNCC2=C1)NC1=NC=C(C(=N1)C1=CC=2C(NCCC2S1)=O)C(F)(F)F